ClC1=NC=C(C(=N1)NC1=C(C(=CC=C1)C1=NN(N=C1)C)OC)C(CC)=O 1-(2-Chloro-4-((2-methoxy-3-(2-methyl-2H-1,2,3-triazol-4-yl)phenyl)amino)pyrimidin-5-yl)propan-1-one